(1R,4R,7R)-2-{2-[6-(3-chloro-4,5-difluorophenyl)-1-(cyclopropylmethyl)-1H-indol-2-yl]-7-methoxy-1-methyl-1H-1,3-benzodiazole-5-carbonyl}-2-azabicyclo[2.2.1]heptan-7-amine ClC=1C=C(C=C(C1F)F)C1=CC=C2C=C(N(C2=C1)CC1CC1)C1=NC2=C(N1C)C(=CC(=C2)C(=O)N2[C@@H]1CC[C@H](C2)[C@H]1N)OC